methyltri(dimethylsilyl)silane C[Si]([SiH](C)C)([SiH](C)C)[SiH](C)C